C(=O)[C@H]1[C@@H](C1)C(=O)OCC trans-ethyl 2-formylcyclopropane-1-carboxylate